FC(C(=O)NC1=CC=C(C=C1)OC)(F)F trifluoro-N-(4-methoxyphenyl)acetamide